(7-chloroheptyl)triethoxysilane ClCCCCCCC[Si](OCC)(OCC)OCC